1H-purine-6-sulfinic acid monosodium salt [Na+].N1C=NC2=NC=NC2=C1S(=O)[O-]